[2-(tert-Butoxycarbonylamino)-4-isopropyl-7-oxo-thieno[2,3-D]pyridazin-6-yl]acetic acid ethyl ester C(C)OC(CN1N=C(C2=C(C1=O)SC(=C2)NC(=O)OC(C)(C)C)C(C)C)=O